N-(5-(4-((2R,6S)-2,6-dimethylpiperazin-1-yl)quinazolin-6-yl)-2-methoxypyridin-3-yl)-2-fluorobenzenesulfonamide trifluoroacetate salt FC(C(=O)O)(F)F.C[C@H]1N([C@H](CNC1)C)C1=NC=NC2=CC=C(C=C12)C=1C=C(C(=NC1)OC)NS(=O)(=O)C1=C(C=CC=C1)F